N1(C=NC=C1)C=1C=C(C=C(C1)O)O 5-(imidazole-1-yl)-1,3-benzenediol